N-methyl-isoxazolium C[N+]=1OC=CC1